ClC1=C(C=CC=C1)C1=CC=C(C=C1)C1=C(C=CC2=CC=CC=C12)C1=CC=CC=2C3=CC=CC=C3NC12 (1-(2'-chloro-[1,1'-biphenyl]-4-yl)naphthalen-2-yl)-9H-carbazole